FS(=O)(=O)OC1=CC=C(COC2=C(C=C(C(=O)OC)C=C2CO)CO)C=C1 methyl 4-((4-((fluorosulfonyl)oxy)benzyl)oxy)-3,5-bis(hydroxymethyl)benzoate